5-amino-1-[3-fluorotetrahydropyran-4-yl]-3-[4-[[(2-methoxybenzoyl)amino]methyl]phenyl]pyrazole-4-carboxamide NC1=C(C(=NN1C1C(COCC1)F)C1=CC=C(C=C1)CNC(C1=C(C=CC=C1)OC)=O)C(=O)N